3,5-diethyl-1,2,4-trithiolane C(C)C1SSC(S1)CC